ClC1=CC=C(C=C1)CC[C@](C(C)(C)C)(O)CN1N=CN=C1 |r| (RS)-1-p-chlorophenyl-4,4-dimethyl-3-(1H-1,2,4-triazol-1-yl-methyl)pentan-3-ol